tert-butyl (2S,6R)-4-((S)-l-1-chloro-6-oxo-3-(pyrazin-2-yl)-10-(trifluoromethyl)-3,4-dihydro-2H,6H-[1,4]thiazepino[2,3,4-ij]quinazolin-8-yl)-2,6-dimethylpiperazine-1-carboxylate ClS1C[C@@H](CN2C(N=C(C3=CC(=CC1=C23)C(F)(F)F)N2C[C@@H](N([C@@H](C2)C)C(=O)OC(C)(C)C)C)=O)C2=NC=CN=C2